tert-butyl 3-(4-((tert-butyldimethylsilyl) oxy) but-1-en-1-yl)-2-fluorobenzoate [Si](C)(C)(C(C)(C)C)OCCC=CC=1C(=C(C(=O)OC(C)(C)C)C=CC1)F